6-bromo-1-nitro-9H-carbazole BrC=1C=C2C=3C=CC=C(C3NC2=CC1)[N+](=O)[O-]